N-(piperidin-3-ylmethyl)propanamide hydrochloride Cl.N1CC(CCC1)CNC(CC)=O